NC1=NC=C(C=N1)C=1N=CN2C1N(C(C1=CC(=CC(=C21)C(C)NC2=C(C=C(C=C2)F)C2=NN(C=N2)C)C)=O)C 3-(2-aminopyrimidin-5-yl)-9-(1-((4-fluoro-2-(1-methyl-1H-1,2,4-triazol-3-yl)phenyl)amino)ethyl)-4,7-dimethylimidazo[1,5-a]quinazolin-5(4H)-one